3-(5-(1-((5-fluoropyridin-2-yl)methyl)piperidin-4-yl)-1-oxoisoindolin-2-yl)piperidine-2,6-dione FC=1C=CC(=NC1)CN1CCC(CC1)C=1C=C2CN(C(C2=CC1)=O)C1C(NC(CC1)=O)=O